O=C1CCC(N1)C1=CC=C(C=O)C=C1 4-(5-oxopyrrolidin-2-yl)benzaldehyde